3-{4-[(5-tert-butyl-2-methoxyphenyl)carbonyl]phenyl}propanoic acid C(C)(C)(C)C=1C=CC(=C(C1)C(=O)C1=CC=C(C=C1)CCC(=O)O)OC